ClC1=C(C=CC(=C1)F)[C@@H]1[C@@H](COC(C1)(C)C)C(=O)N1CC(C2(CN(C2)C(C=C)=O)CC1)(F)F 1-(7-((3S,4S)-4-(2-chloro-4-fluorophenyl)-6,6-dimethyltetrahydro-2H-pyran-3-carbonyl)-5,5-difluoro-2,7-diazaspiro[3.5]nonan-2-yl)prop-2-en-1-one